N[C@@H](CCC(=O)NCC)C(=O)O (4Z,7Z,10Z,13Z,16Z,19Z)-L-Theanine